C1(=CC=CC=C1)S(=O)(=O)N1C=CC=2C1=NC=CC2C2=CC=C(C=C2)NC(=O)[C@@H](CCC)NC(OC(C)(C)C)=O tert-Butyl N-[(1R)-1-[[4-[1-(benzenesulfonyl)pyrrolo[2,3-b]pyridin-4-yl]phenyl]carbamoyl]butyl]carbamate